ClC1=NC=CC=2C(CCC(C12)=O)=C 1-chloro-5-methylene-6,7-dihydroisoquinolin-8(5H)-one